C(C)OC(C(CCCCCCCCCC)S(=O)(=O)O)=O.ClC1=CC=C(C=C1)CCOC1=CC=C(C=C1)[N+](=O)[O-] 1-chloro-4-(2-(4-nitrophenoxy)ethyl)benzene ethyl-alpha-sulfolaurate